2-(4-fluorophenyl)-2-methyl-propanenitrile FC1=CC=C(C=C1)C(C#N)(C)C